4-((tetrahydrofuran-3-yl)oxy)quinoline-2-carboxylic acid O1CC(CC1)OC1=CC(=NC2=CC=CC=C12)C(=O)O